CN1SC2=C(C1=O)C=CC=C2 N-methyl-1,2-benzisothiazolin-3(2H)-one